tert-Butyl 4-(2-(4-chloro-2-fluorobenzyl)phenoxy)piperidine-1-carboxylate ClC1=CC(=C(CC2=C(OC3CCN(CC3)C(=O)OC(C)(C)C)C=CC=C2)C=C1)F